NC1=C(C(=NC(=C1)C1=C(C(=C(C=C1)Cl)OC)F)C(=O)OCC)Cl ethyl 4-amino-3-chloro-6-(4-chloro-2-fluoro-3-methoxyphenyl)-2-picolinate